O1C=CC2=C1C(=CC=C2)O[C@@H](CCNC)C=2SC(=CC2)Cl (S)-3-(benzofuran-7-yloxy)-N-methyl-3-(5-chlorothien-2-yl)propan-1-amine